FC=1C(=C(C=CC1F)C1CCN(CC1)C(=O)C=1C2=C(NN1)CN(C2)CCC(F)(F)F)C(F)(F)F (4-(3,4-difluoro-2-(trifluoromethyl)phenyl)piperidin-1-yl)(5-(3,3,3-trifluoropropyl)-1,4,5,6-tetrahydro-pyrrolo[3,4-c]pyrazol-3-yl)methanone